(S)-N-(2,4-dichloro-6-fluorobenzyl)-5-fluoro-8-methylene-5,6,7,8-tetrahydroquinoline-5-carboxamide ClC1=C(CNC(=O)[C@]2(C=3C=CC=NC3C(CC2)=C)F)C(=CC(=C1)Cl)F